3-cyclopropyl-N-[(2Z)-imidazolidin-2-ylidene]-4-({3-[(propan-2-yl)carbamoyl]-5-(trifluoromethyl)phenyl}amino)benzamide C1(CC1)C=1C=C(C(=O)N=C2NCCN2)C=CC1NC1=CC(=CC(=C1)C(F)(F)F)C(NC(C)C)=O